6-hydrazino-9-(naphthalen-1-yl)-8-(thiophen-2-yl)-9H-purine N(N)C1=C2N=C(N(C2=NC=N1)C1=CC=CC2=CC=CC=C12)C=1SC=CC1